7-Chloro-6-fluoro-8-(6-fluoro-1-methylsulfonyl-1H-indazol-4-yl)-1,4,4,9-tetramethyl-5H-[1,2,4]triazolo[4,3-a]quinoxaline ClC=1C(=C2NC(C=3N(C2=C(C1C1=C2C=NN(C2=CC(=C1)F)S(=O)(=O)C)C)C(=NN3)C)(C)C)F